[13C]([13CH]=[13CH2])(=O)N [13C3]Acrylamide